The molecule is an O-acylcarnitine having 17-carboxyheptadecanoyl as the acyl substituent. It has a role as a metabolite. It is an O-acylcarnitine, an ammonium betaine and a carboxylic ester. It derives from a carnitine. C[N+](C)(C)CC(CC(=O)[O-])OC(=O)CCCCCCCCCCCCCCCCC(=O)O